4-((3-(5-(ethoxymethyl)-1,2,4-oxadiazol-3-yl)-2-(methoxy-d3)phenyl)amino)-N-methylpyridazine-3-carboxamide C(C)OCC1=NC(=NO1)C=1C(=C(C=CC1)NC1=C(N=NC=C1)C(=O)NC)OC([2H])([2H])[2H]